C(C=1C(C(=O)[O-])=CC=CC1)(=O)OCCCO mono[2-(hydroxymethyl) ethyl] phthalate